4-cyclopropoxy-N-(3,5-difluoro-4-((6-methoxy-7-(2-(methylamino)ethoxy)quinolin-4-yl)oxy)phenyl)pyrimidine-5-carboxamide C1(CC1)OC1=NC=NC=C1C(=O)NC1=CC(=C(C(=C1)F)OC1=CC=NC2=CC(=C(C=C12)OC)OCCNC)F